C(C)OC(\C=C\CC[C@@H](C(=O)NC=1C(N(C=CC1)CC(=O)NC1C2CC3CC(CC1C3)C2)=O)NC(=O)C=2OC3=C(C2C)C=CC=C3)=O (S,E)-Ethyl-7-(1-(2-(2-adamantylamino)-2-oxoethyl)-2-oxo-1,2-dihydropyridin-3-ylamino)-6-(3-methylbenzofuran-2-carboxamido)-7-oxohept-2-enoat